CC=1C(=NC(=NC1)NC=1C=CC(=NC1)CS(=O)(=O)N)NC=1C=CC2=C(N(C(O2)=O)C)C1 (5-(5-methyl-4-(3-methyl-2-oxo-2,3-dihydrobenzo[d]oxazol-5-ylamino)pyrimidin-2-ylamino)pyridin-2-yl)methanesulfonamide